[Cl-].C(C)O[Si](CCC[N+](C)(C)CCCCCCCCCCCCCCCC)(OCC)OCC 3-(triethoxysilyl)propylhexadecyldimethyl-ammonium chloride